FC1=CC=C(C=C1)C1=C(OC(=C1)[N+](=O)[O-])C(=O)N (4-fluorophenyl)-5-nitrofuran-2-carboxamide